C1(CC1)NC(C1=C(C=C(C=C1OC)C1=CN=C2N1C=CC(=C2)C2(CC2)C(NCCO)=O)OC(F)F)=O N-cyclopropyl-2-(difluoromethoxy)-4-[7-[1-(2-hydroxyethylcarbamoyl)cyclopropyl]imidazo[1,2-a]pyridin-3-yl]-6-methoxy-benzamide